P(O)(=O)(OP(=O)(O)OP(=O)(O)O)OC[C@@H]1[C@H]([C@H]([C@@H](O1)C1=CNC(=O)N(C1=O)C)O)O N'-Methylpseudouridine-5'-Triphosphate